2,3,5-tri-n-pentylfuran C(CCCC)C=1OC(=CC1CCCCC)CCCCC